4-[(3-Chloro-4-fluorophenyl)amino]-6-{1-[2-(2-oxopyrrolidine-1-yl)ethyl]-piperidine-4-yloxy}-7-methoxy-quinazoline ClC=1C=C(C=CC1F)NC1=NC=NC2=CC(=C(C=C12)OC1CCN(CC1)CCN1C(CCC1)=O)OC